N-{2-[(4S)-3,3-difluoro-4-(methylamino)piperidin-1-yl]pyrimidin-4-yl}-8-[(2R,3S)-3-(methanesulfonyl-methyl)-2-methylazetidin-1-yl]-5-(propan-2-yl)isoquinolin-3-amine FC1(CN(CC[C@@H]1NC)C1=NC=CC(=N1)NC=1N=CC2=C(C=CC(=C2C1)C(C)C)N1[C@@H]([C@H](C1)CS(=O)(=O)C)C)F